FC=1C=C(CC2C(C(N(C2)C=2C=C3C(=CN2)NC=C3)=O)(C(=O)N)O)C=C(C1)F (3,5-difluorobenzyl)-3-hydroxy-2-oxo-1-(1H-pyrrolo[2,3-c]pyridin-5-yl)pyrrolidine-3-carboxamide